4-(8,9,10,11-tetrahydro-3H-pyrazolo[4,3-a]phenanthridin-7-yl)benzamidine hydrochloride Cl.C1=NNC=2C1=C1C=3CCCCC3C(=NC1=CC2)C2=CC=C(C(=N)N)C=C2